8a-Ethyl-7-(7H-pyrrolo[2,3-d]pyrimidin-4-yl)-3,4,4a,5,6,8-hexahydro-1H-2,7-naphthyridin-2-carbonitril C(C)C12CN(CCC2CCN(C1)C#N)C=1C2=C(N=CN1)NC=C2